3-pentyloctyl 8-[N-(decyloxy)-4-(dimethylamino)butanamido]octadecanoate C(CCCCCCCCC)ON(C(CCCN(C)C)=O)C(CCCCCCC(=O)OCCC(CCCCC)CCCCC)CCCCCCCCCC